CC(CC1=CC=C(C=C1)C1(CC=CC=C1)I)CCC dl-(±)-4'-(beta-methylpentyl)-1-iodobiphenyl